Cl.NC[C@@H](C(F)F)O (2S)-3-amino-1,1-difluoropropan-2-ol hydrochloride